Cl.Cl.C(N)(=N)C1=CC=C(OCC2=CC=C(C=C2)COC2=CC=C(C=C2)C(N)=N)C=C1 1,4-bis(4-amidino(phenoxymethyl))benzene dihydrochloride